[N-](S(=O)(=O)C(F)(F)F)S(=O)(=O)C(F)(F)F.C(=C)N1CN(C=C1)CCCCCC 1-vinyl-3-hexylimidazole bis(trifluoromethylsulfonyl)imide salt